C(C)(=O)OC[C@H]1[C@@H]([C@H]([C@H](C(O1)CC(=O)O)CC(=O)O)N=[N+]=[N-])CC(=O)O.C(C)(=O)OC1O[C@@H]([C@@H]([C@@H]([C@H]1OC(C)=O)N=[N+]=[N-])OC(C)=O)COC(C)=O (3R,4S,5R,6R)-6-(Acetoxymethyl)-4-azidotetrahydro-2H-pyran-2,3,5-triyl triacetate (3R,4S,5R,6R)-6-(acetoxymethyl)-4-azidotetrahydro-2H-pyran-2,3,5-triyltriacetate